2-(6-(4-(4-(3-(2,4-dioxotetrahydropyrimidin-1(2H)-yl)benzyl)piperazin-1-yl)phenyl)-1-oxoisoindolin-2-yl)-2-(5-fluoro-2-hydroxyphenyl)-N-(thiazol-2-yl)acetamide O=C1N(CCC(N1)=O)C=1C=C(CN2CCN(CC2)C2=CC=C(C=C2)C2=CC=C3CN(C(C3=C2)=O)C(C(=O)NC=2SC=CN2)C2=C(C=CC(=C2)F)O)C=CC1